N-hydroxy-4-((3-(4-methoxyphenylethyl)-2,4-dioxo-3,4-dihydroquinazolin-1(2H)-yl)methyl)benzamide ONC(C1=CC=C(C=C1)CN1C(N(C(C2=CC=CC=C12)=O)CCC1=CC=C(C=C1)OC)=O)=O